(+/-)-19,20-epoxy-4Z,7Z,10Z,13Z,16Z-docosapentaenoic acid C(C=C\C=C/C=C\C=C\C=C/CCCCCCCC1C(CC)O1)(=O)O